piperazine-4-carboxylic acid methyl ester COC(=O)N1CCNCC1